SC=1SC=CN1 sulfanylthiazol